tert-butyl ((3R,5S)-5-(hydroxymethyl)-1-tritylpyrrolidin-3-yl)carbamate OC[C@@H]1C[C@H](CN1C(C1=CC=CC=C1)(C1=CC=CC=C1)C1=CC=CC=C1)NC(OC(C)(C)C)=O